((1r,3s)-3-ethyl-3-hydroxycyclobutyl)(7-((5-methyl-6-(trifluoromethyl)pyridin-2-yl)oxy)-2-azaspiro[3.5]non-2-yl)methanone C(C)C1(CC(C1)C(=O)N1CC2(C1)CCC(CC2)OC2=NC(=C(C=C2)C)C(F)(F)F)O